ClC=1C(=CC2=C(N=C(N=C2N[C@H](C)C2=C(C(=CC=C2)C(F)F)F)C)N1)C1CCS(CC1)=O (R)-4-(7-chloro-4-((1-(3-(difluoromethyl)-2-fluorophenyl)ethyl)amino)-2-methylpyrido[2,3-d]pyrimidin-6-yl)tetrahydro-2H-thiopyran 1-oxide